ONC(=N)C=1C(=NC=C(C1)NC)N(C(OC(C)(C)C)=O)C1=CC=C(C=C1)C(F)(F)F tert-butyl N-[3-(N-hydroxycarbamimidoyl)-5-(methylamino)-2-pyridyl]-N-[4-(trifluoromethyl)phenyl]carbamate